4-(3-((1-(((1S,4S)-2-Oxa-5-azabicyclo[2.2.1]heptan-5-yl)methyl)cyclopropyl)methoxy)-5-fluoro-7,9-dihydrofuro[3,4-f]quinazolin-6-yl)-2-amino-7-fluorothieno[3,2-c]pyridine-3-carbonitrile [C@@H]12OC[C@@H](N(C1)CC1(CC1)COC1=NC=3C(=C(C4=C(C3C=N1)COC4)C4=NC=C(C1=C4C(=C(S1)N)C#N)F)F)C2